C(COCCOCCOCCOCCC)O 3,6,9,12-tetraoxapentadecan-1-ol